BrC1=CC(=C(C(=C1)OC)C=1N(C=C(N1)C(F)(F)F)C)F (4-bromo-2-fluoro-6-methoxyphenyl)-1-methyl-4-(trifluoromethyl)imidazole